2-(4-(5-(2-Fluoro-6-methoxyphenyl)-6-oxo-5,6-dihydro-1H-pyrazolo[4,3-c]pyridazin-3-yl)-1H-pyrazol-1-yl)propionitril FC1=C(C(=CC=C1)OC)N1N=C2C(=CC1=O)NN=C2C=2C=NN(C2)C(C#N)C